O=C1N(C(C2=CC=CC=C12)=O)CCCCCCCCNC(OC(C)(C)C)=O tert-butyl N-[8-(1,3-dioxoisoindol-2-yl) octyl]carbamate